1-(3-Chloro-2-fluorophenyl)-6-[2-(2-hydroxyethyl)-3,4-dihydro-1H-isoquinolin-7-yl]-7-oxo-4,5-dihydropyrazolo[3,4-c]pyridine-3-carboxylic acid ethyl ester C(C)OC(=O)C1=NN(C=2C(N(CCC21)C2=CC=C1CCN(CC1=C2)CCO)=O)C2=C(C(=CC=C2)Cl)F